2-(4-imidazoyl)ethyl-amide N1C=NC(=C1)C(=O)CC[NH-]